FC(CN1N=CC(=C1)S(=O)(=O)N1N=C2C(=C1)CN(C2)C(CN2C(NC1=C2C=CC=C1)=O)=O)F 1-[2-(2-{[1-(2,2-difluoroethyl)-1H-pyrazol-4-yl]sulfonyl}-2H,4H,5H,6H-pyrrolo[3,4-c]pyrazol-5-yl)-2-oxoethyl]-2,3-dihydro-1H-1,3-benzodiazol-2-one